FC1=CC=C(C=C1)CCS(=O)(=O)Cl 2-(4-fluorophenyl)ethane-1-sulfonyl chloride